tert-Butyl (3-((2-(2,6-dioxopiperidin-3-yl)-1,3-dioxoisoindolin-4-yl)amino)cyclopentyl)carbamate O=C1NC(CCC1N1C(C2=CC=CC(=C2C1=O)NC1CC(CC1)NC(OC(C)(C)C)=O)=O)=O